CC=1SC(=CC1CCC1(CN(CC1)CC=1C=NN(C1)C)COCC)C 4-((3-(2-(2,5-dimethylthiophen-3-yl)ethyl)-3-(ethoxy-methyl)pyrrolidin-1-yl)methyl)-1-methyl-1H-pyrazole